(±)-4-[3-[(4,5-dichloro-1-methyl-indole-2-carbonyl)amino]-1-methyl-pyrrolidin-3-yl]benzoic acid ClC1=C2C=C(N(C2=CC=C1Cl)C)C(=O)N[C@@]1(CN(CC1)C)C1=CC=C(C(=O)O)C=C1 |r|